1-methyl-N-[(1s,4s)-4-{[4-cyano-3-(trifluoromethyl)phenyl]amino}cyclohexyl]-1H-pyrrolo[2,3-b]pyridine-4-carboxamide CN1C=CC2=C1N=CC=C2C(=O)NC2CCC(CC2)NC2=CC(=C(C=C2)C#N)C(F)(F)F